C(=C)(C)N1CNC2=C1C=CC=C2 1-isopropenyl-2,3-dihydro-1H-benzo[d]imidazole